tert-butyl 2-(quinazolin-4-yl)-2,7-diazaspiro[3.5]nonane-7-carboxylate N1=CN=C(C2=CC=CC=C12)N1CC2(C1)CCN(CC2)C(=O)OC(C)(C)C